6-isopropyl-2-(methylthio)-7,8-dihydropyrido[4,3-d]pyrimidin-5(6H)-one C(C)(C)N1C(C2=C(N=C(N=C2)SC)CC1)=O